1-(2-(pyrrolidin-1-yl)-7-(3-(pyrrolidin-1-yl)propoxy)quinazolin-4-yl)piperidin-3-amine N1(CCCC1)C1=NC2=CC(=CC=C2C(=N1)N1CC(CCC1)N)OCCCN1CCCC1